FC1=C(C(N(C=C1)C1=NC=C(C(=C1)N1C(C=CC=C1C)=O)C)=O)C(C)(C)O 2'-[4-fluoro-3-(2-hydroxyprop-2-yl)-2-oxopyridin-1-yl]-5',6-dimethyl-[1,4'-bipyridine]-2-one